NC=1C(=C(C(=CC1)F)C1=CC=2N(C=C1)C(=NC2)C(=O)NC)F 7-(3-amino-2,6-difluorophenyl)-N-methylimidazo[1,5-a]pyridine-3-carboxamide